2-[1-(benzyloxy)ethyl]-4-bromo-1-chloro-3-fluorobenzene C(C1=CC=CC=C1)OC(C)C1=C(C=CC(=C1F)Br)Cl